C(C(C)(C)C)OC1=NNC=C1 3-(neopentyloxy)-1H-pyrazole